C(C(O)CCCCCCC=CCCCCCCCCCCCCCC)(=O)OCC ethyl cerebronate